CCCCC/C=C\\C/C=C\\C/C=C\\CCCCCCC(=O)SCCNC(=O)CCNC(=O)[C@@H](C(C)(C)COP(=O)(O)OP(=O)(O)OC[C@@H]1[C@H]([C@H]([C@@H](O1)N2C=NC3=C(N=CN=C32)N)O)OP(=O)(O)O)O The molecule is an unsaturated fatty acyl-CoA that results from the formal condensation of the thiol group of coenzyme A with the carboxy group of all-cis-icosa-8,11,14-trienoic acid. It has a role as a human metabolite. It is an unsaturated fatty acyl-CoA and a long-chain fatty acyl-CoA. It derives from an all-cis-icosa-8,11,14-trienoic acid. It is a conjugate acid of an (8Z,11Z,14Z)-icosatrienoyl-CoA(4-).